ClC=1C(=NC=CC1C=1C(=C(C=CC1)NC(C1=NC=C(C=C1)CN1C[C@H](CC1)O)=O)C)C1=CC(=C(C=C1)CN1C[C@H](CC1)O)OC N-(3-(3-chloro-2-(4-(((S)-3-hydroxypyrrolidin-1-yl)methyl)-3-methoxyphenyl)pyridin-4-yl)-2-methylphenyl)-5-(((S)-3-hydroxypyrrolidin-1-yl)methyl)picolinamide